O=C1NC(CCC1N1C(N(C2=C1C=CC=C2CCCC=O)C)=O)=O 4-(1-(2,6-Dioxopiperidin-3-yl)-3-methyl-2-oxo-2,3-dihydro-1H-benzo[d]imidazol-4-yl)butanal